OC=1C(=NC=CC1NC1=C(C(C1=O)=O)N[C@H](C1=NC=CC=N1)C1(CCCC1)C)C(=O)N(C)C (S)-3-hydroxy-N,N-dimethyl-4-((2-(((1-methylcyclopentyl)(pyrimidin-2-yl)methyl)amino)-3,4-dioxocyclobuten-1-yl)amino)picolinamide